5-(4,4,5,5-tetramethyl-1,3,2-dioxaborol-2-yl)-3,4-dihydro-2H-chromene CC1(OB(OC1(C)C)C1=C2CCCOC2=CC=C1)C